C(CC1=CC=CC=C1)C1(CN(CC1)CC1=C(C=CC=C1)C=1SC=CC1)C1OCCCC1 3-phenethyl-3-(tetrahydro-2H-pyran-2-yl)-1-(2-(thiophen-2-yl)benzyl)pyrrolidine